2-(trans-3-{5-[(1R)-1-amino-2,2,2-trifluoroethyl]pyridin-2-yl}cyclobutyl)-7-methoxy[1,2,4]triazolo[1,5-c]quinazolin-5-amine N[C@@H](C(F)(F)F)C=1C=CC(=NC1)[C@@H]1C[C@H](C1)C1=NN2C(=NC=3C(=CC=CC3C2=N1)OC)N